(3S,4R)-4-hydroxy-3-((S)-5H-imidazo[5,1-a]isoindol-5-yl)piperidine-1-carboxylic acid tert-butyl ester C(C)(C)(C)OC(=O)N1C[C@H]([C@@H](CC1)O)[C@@H]1N2C(C3=CC=CC=C13)=CN=C2